1-cyclopropyl-3-(dimethylamino)-2-(3-methyl-1,2-oxazol-5-yl)prop-2-en-1-one C1(CC1)C(C(=CN(C)C)C1=CC(=NO1)C)=O